N1=CC=C(C=C1)C=1N=C(C2=C(N1)C=NC=C2)NC2(CCC2)CO (1-{[2-(pyridin-4-yl)pyrido[3,4-d]pyrimidin-4-yl]amino}cyclobutyl)methanol